O=C1N(C2=CC(=CC=C2C(=N1)N[C@H]1CN(CC1)C(=O)OC(C)(C)C)C(F)(F)F)C1=C(C=CC=C1)C tert-butyl (R)-3-((2-oxo-1-(o-tolyl)-7-(trifluoromethyl)-1,2-dihydroquinazolin-4-yl)amino)pyrrolidine-1-carboxylate